CC1(CCCC2=C(N(N=C12)C1=CC=CC=C1)NC(=O)N[C@@H]1CN(C[C@H]1C1=CC=CC=C1)CCOC)C 1-(7,7-dimethyl-2-phenyl-4,5,6,7-tetrahydro-2H-indazol-3-yl)-3-(trans-1-(2-methoxyethyl)-4-phenylpyrrolidin-3-yl)urea